C1=CC=CC=2C3=CC=CC=C3N(C12)C=1C=C(C#N)C=C(C1)C1=CC2=C(SC3C2C=C(C=C3)B3OC(C(O3)(C)C)(C)C)C=C1 3-(9H-carbazol-9-yl)-5-(8-(4,4,5,5-tetramethyl-1,3,2-dioxaborolan-2-yl)-5a,9a-dihydrodibenzo[b,d]thiophen-2-yl)benzonitrile